3-ethoxy-3-ethoxymethyl-6-(1-ethoxy-1-methylethyl)cyclohexene C(C)OC1(C=CC(CC1)C(C)(C)OCC)COCC